4-Amino-1-(6-amino-2-methylpyridin-3-yl)-2-oxo-7-(trifluoromethyl)-1,2-dihydroquinoline-3-carboxylic acid methyl ester COC(=O)C=1C(N(C2=CC(=CC=C2C1N)C(F)(F)F)C=1C(=NC(=CC1)N)C)=O